CC1NC(COC1)C 3,5-Dimethylmorpholine